C(C)(=O)N[C@H](CC1=CC=C(C=C1)O)C(=O)O N-Acetyl-D-Tyrosine